O=C1C(=C(C2=CC=CC=C12)[O-])C(C(F)(F)F)=O.[In+3].O=C1C(=C(C2=CC=CC=C12)[O-])C(C(F)(F)F)=O.O=C1C(=C(C2=CC=CC=C12)[O-])C(C(F)(F)F)=O indium(III) 1-oxo-2-(2,2,2-trifluoroacetyl)-1H-inden-3-olate